4,4,5,5-tetramethyl-2-(8-phenyldibenzo[b,d]furan-2-yl)-1,3,2-dioxaborolane CC1(OB(OC1(C)C)C1=CC2=C(OC3=C2C=C(C=C3)C3=CC=CC=C3)C=C1)C